(1R,2S,5S)-3-((S)-2-(2-chloro-2,2-difluoroacetamido)-3,3-dimethylbutyryl)-N-(cyano(isoquinolin-4-yl)methyl)-6,6-dimethyl-3-azabicyclo[3.1.0]hexane-2-carboxamide ClC(C(=O)N[C@H](C(=O)N1[C@@H]([C@H]2C([C@H]2C1)(C)C)C(=O)NC(C1=CN=CC2=CC=CC=C12)C#N)C(C)(C)C)(F)F